NC[C@@H](C(=O)OC(C)(C)C)NC(=O)OC(C)(C)C tert-butyl (2S)-3-amino-2-(tert-butoxycarbonylamino)propanoate